4-(1-((1r,4r)-4-(cyanomethyl)cyclohexyl)-6-(benzenesulfonyl)-1,6-dihydroimidazo[4,5-d]Pyrrolo[2,3-b]Pyridin-2-yl)piperidine-1-carboxylic acid tert-butyl ester C(C)(C)(C)OC(=O)N1CCC(CC1)C1=NC=2C(=C3C(=NC2)N(C=C3)S(=O)(=O)C3=CC=CC=C3)N1C1CCC(CC1)CC#N